C1CCC2=C(C=3CCCC3C=C12)NC(=O)NS(=O)(=O)C=1OC2=C(C1)C(CC(C2)(C)C)=O N-((1,2,3,5,6,7-hexahydro-s-indacen-4-yl)carbamoyl)-6,6-dimethyl-4-oxo-4,5,6,7-tetrahydrobenzofuran-2-sulfonamide